C[Si](N([Si](C)(C)C)CC1=CC=C(C=C)C=C1)(C)C p-[N,N-bis(trimethylsilyl)aminomethyl]styrene